FC1(C(N(CC1)C1=NC(=NC=C1)N1CCC(CC1)C(=O)N1OCC[C@H]1C=1C=NC=C(C1)C)=O)F 3,3-difluoro-1-[2-[4-[(3S)-3-(5-methylpyridin-3-yl)-1,2-oxazolidine-2-carbonyl]piperidin-1-yl]pyrimidin-4-yl]pyrrolidin-2-one